Triethoxysilylpropyl-succinic anhydride C(C)O[Si](OCC)(OCC)CCCC1C(=O)OC(C1)=O